Cl.NC/C(/CN1N=CN(C1=O)C1=NC=C(C=C1F)Br)=C/F 2-[(2Z)-2-(aminomethyl)-3-fluoroprop-2-en-1-yl]-4-(5-bromo-3-fluoropyridin-2-yl)-2,4-dihydro-3H-1,2,4-triazol-3-one hydrochloride